CC1=C(C=CC=C1B1OC(C(O1)(C)C)(C)C)NC=1N=CC=C2C=C(C=NC12)CO (8-((2-methyl-3-(4,4,5,5-tetramethyl-1,3,2-dioxaborolan-2-yl)phenyl)amino)-1,7-naphthyridin-3-yl)methanol